C(=C)C=1C=CC(=NC1)Cl 5-vinyl-2-chloropyridine